CN(C)C=NC(C1=C(C=CC(=C1)F)C)=O N-((dimethylamino)methylene)-5-fluoro-2-methylbenzamide